N-[3-[(2s,5s)-6-amino-5-fluoro-5-(fluoromethyl)-2-methyl-3,4-dihydropyridin-2-yl]-4,5-difluoro-phenyl]-5-methoxy-pyrazine-2-carboxamide NC=1[C@@](CC[C@@](N1)(C)C=1C=C(C=C(C1F)F)NC(=O)C1=NC=C(N=C1)OC)(CF)F